3-amino-7-(2-fluoro-6-methyl-phenyl)-5-(4-piperidylamino)isoquinoline-4-carbonitrile NC=1N=CC2=CC(=CC(=C2C1C#N)NC1CCNCC1)C1=C(C=CC=C1C)F